N-(5-(6-(3-ethoxyphenyl)-1-oxo-3,4-dihydroisoquinolin-2(1H)-yl)-2-((2-methoxyethoxy)methoxy)phenyl)methanesulfonamide C(C)OC=1C=C(C=CC1)C=1C=C2CCN(C(C2=CC1)=O)C=1C=CC(=C(C1)NS(=O)(=O)C)OCOCCOC